1-[6-[6-fluoro-5-[(6-methylpyridazin-3-yl)amino]benzimidazol-1-yl]-3-(hydroxymethyl)-2-pyridinyl]-5-methyl-pyrazole-3-carbonitrile FC=1C(=CC2=C(N(C=N2)C2=CC=C(C(=N2)N2N=C(C=C2C)C#N)CO)C1)NC=1N=NC(=CC1)C